ClC1=C(C(=C(C=C1OC)OC)Cl)C1=CC2=C(N=C(N=C2)SC)C(=N1)NCC1CN(CC1)C 6-(2,6-dichloro-3,5-dimethoxyphenyl)-N-((1-methylpyrrolidin-3-yl)methyl)-2-(methylthio)pyrido[3,4-d]pyrimidine-8-amine